2-(4-Fluorophenyl)-N-{4-[7-(4-methylpiperazin-1-yl)-3-(pyridin-2-yl)-1H-pyrrolo[3,2-b]pyridin-2-yl]pyridin-2-yl}acetamid (S)-(4-methylmorpholin-3-yl)4-methylbenzenesulfonate CN1[C@H](COCC1)OS(=O)(=O)C1=CC=C(C=C1)C.FC1=CC=C(C=C1)CC(=O)NC1=NC=CC(=C1)C1=C(C2=NC=CC(=C2N1)N1CCN(CC1)C)C1=NC=CC=C1